1,1-bis(2-hydroxy-3-methylphenyl)heneicosane OC1=C(C=CC=C1C)C(CCCCCCCCCCCCCCCCCCCC)C1=C(C(=CC=C1)C)O